(S)-6-((4-((2-hydroxy-1-phenylethyl)amino)-5-(1,2,4-oxadiazol-5-yl)pyridin-2-yl)amino)-1-isopropyl-1,2-dihydro-3H-indazol-3-one OC[C@H](C1=CC=CC=C1)NC1=CC(=NC=C1C1=NC=NO1)NC1=CC=C2C(NN(C2=C1)C(C)C)=O